C(C)(C)(C)C(CCC(=O)OOCCCC)(C)C(C)(C)C n-butyl 4,4-di-t-butylperoxy-valerate